3-fluoro-N-hydroxybenzamide FC=1C=C(C(=O)NO)C=CC1